tert-Butyl 8-carbamoyl-10-methyl-11-oxo-3,4,8,9,10,11-hexahydro-1H-pyrido-[4',3':3,4]pyrazolo[1,5-a][1,4]diazepine-2(7H)-carboxylate C(N)(=O)C1CN(C(C=2N(C1)N=C1C2CN(CC1)C(=O)OC(C)(C)C)=O)C